2-(2-Aminopyridin-3-yl)-1-(4-((4-((2-cyanopyrimidin-4-yl)amino)piperidin-1-yl)methyl)phenyl)-1H-benzo[d]imidazole-5-carbonitrile NC1=NC=CC=C1C1=NC2=C(N1C1=CC=C(C=C1)CN1CCC(CC1)NC1=NC(=NC=C1)C#N)C=CC(=C2)C#N